C1(=CC=CC=C1)/C=C/C=1C2(C3=CC=CC=C3C1)CCC1(CC2)OCCO1 2''-[(E)-2-phenylethenyl]dispiro[[1,3]dioxolane-2,1'-cyclohexane-4',1''-indene]